N,N'-bis(2,4,6-trimethylphenyl)-5-phenylacenaphthene-1,2-diimine CC1=C(C(=CC(=C1)C)C)N=C1C(C2=CC=C(C3=CC=CC1=C23)C2=CC=CC=C2)=NC2=C(C=C(C=C2C)C)C